FC1=C(CC2=NC(=NN2)C(=O)N[C@@H]2C(N(C3=C(OC2)C=CC(=N3)C#CC(C)(C)O)C)=O)C=CC=C1 (S)-5-(2-fluorobenzyl)-N-(7-(3-hydroxy-3-methylbut-1-yn-1-yl)-5-methyl-4-oxo-2,3,4,5-tetrahydropyrido[3,2-b][1,4]oxazepin-3-yl)-1H-1,2,4-triazole-3-carboxamide